tert-butyl 3-[4-[5-methoxy-2-methylsulfonyl-6-(trifluoromethyl)pyrimidin-4-yl]pyrazol-1-yl]azetidine-1-carboxylate COC=1C(=NC(=NC1C(F)(F)F)S(=O)(=O)C)C=1C=NN(C1)C1CN(C1)C(=O)OC(C)(C)C